C(=C)CC(=O)O.C(=C)N1C(CCC1)=O Vinylpyrrolidon Vinylacetat